2,3,4-trifluoromethyl-benzotrifluoride FCC1=C(C=CC(=C1CF)CF)C(F)(F)F